N-(((2S,5R)-6-hydroxy-7-oxo-1,6-diazabicyclo[3.2.1]octan-2-yl)(imino)methyl)oxazole-5-carboxamide ON1[C@@H]2CC[C@H](N(C1=O)C2)C(NC(=O)C2=CN=CO2)=N